9-(beta-D-xylofuranosyl)-adenine [C@@H]1([C@H](O)[C@@H](O)[C@H](O1)CO)N1C2=NC=NC(=C2N=C1)N